ClC=1C=C(C=CC1)[C@@H](CNC=1/C(/C(N=CC1)=O)=C\1/NC2=C(N1)C=C(C=C2C)N2CCOCC2)O (3Z)-4-[[(2S)-2-(3-chlorophenyl)-2-hydroxyethyl]amino]-3-(4-methyl-6-morpholin-4-yl-1,3-dihydrobenzimidazol-2-ylidene)pyridin-2-one